O1N=CC2=C1C=CC(=C2)NC(O)=O.N2=C(C=NC=C2)C(=O)N (pyrazine-2-carboxamide) benzo[d]isoxazol-5-ylcarbamate